S(=O)(=O)([O-])[O-].[Ca+2].[Si+4].S(=O)(=O)([O-])[O-].S(=O)(=O)([O-])[O-] silicon-calcium sulfate